N1C2=C(S[C@H](C1)[C@@H](C1=CC=CC=C1)NCCC1=CC=C(C#N)C=C1)N=CC=C2 |o1:4| 4-(2-(((R)-((R or S)-2,3-dihydro-1H-pyrido[2,3-b][1,4]thiazin-3-yl)(phenyl)methyl)amino)ethyl)benzonitrile